tert-butyl ((R,E)-5-((S)-2-cyano-4-(2-(1-ethyl-3-(trifluoromethyl)-1H-pyrazol-4-yl)-3-fluorophenyl)-4,7-dihydrothieno[2,3-c]pyridin-6(5H)-yl)-5-oxopent-3-en-2-yl)(methyl)carbamate C(#N)C1=CC2=C(CN(C[C@H]2C2=C(C(=CC=C2)F)C=2C(=NN(C2)CC)C(F)(F)F)C(/C=C/[C@@H](C)N(C(OC(C)(C)C)=O)C)=O)S1